3-(p-chlorophenyl)-2-pyrazoline ClC1=CC=C(C=C1)C1=NNCC1